4-(3-fluorophenyl)-1-(5-(3-((2-methoxyethyl)(methyl)amino)-3-oxopropyl)-4-(4-(trifluoromethyl)phenyl)thiazol-2-yl)-3-methyl-1H-pyrazole-5-carboxylic acid FC=1C=C(C=CC1)C=1C(=NN(C1C(=O)O)C=1SC(=C(N1)C1=CC=C(C=C1)C(F)(F)F)CCC(=O)N(C)CCOC)C